COC=1C=C(C(=O)NCCOCCOC)C=CC1 3-methoxy-N-(2-(2-methoxyethoxy)ethyl)benzamide